N-{bicyclo[1.1.1]pentan-1-yl}-1-methylpyrrolo[2,3-c]pyridine-2-carboxamide C12(CC(C1)C2)NC(=O)C2=CC=1C(=CN=CC1)N2C